F[C@@]12[C@]3(C=CC(C=C3CC[C@H]1[C@@H]1C[C@H]([C@](C(CO)=O)([C@]1(C[C@@H]2O)C)O)C)=O)C (11β,16a)-9-Fluoro-11,17,21-trihydroxy-16-methylpregna-1,4-dien-3,20-dion